C(=C)N(C=C)C=C trivinylamine